C1(CC1)C1=NC=NC(=C1C=1N=CC2=C(N1)N(C(C(=C2)C=2CCN(CC2)C)=O)CC2=CC=C(C=C2)C=2N(C=C(N2)C(F)(F)F)C(C)C)OC 2-(4-cyclopropyl-6-methoxypyrimidin-5-yl)-8-({4-[1-isopropyl-4-(trifluoromethyl)imidazol-2-yl]phenyl}methyl)-6-(1-methyl-3,6-dihydro-2H-pyridin-4-yl)pyrido[2,3-d]pyrimidin-7-one